C(C)(C)(C)NC(=O)N[C@H](C(=O)N1[C@@H]([C@H]2C([C@H]2C1)(C)C)C(=O)NNC[C@H]1NC(CC1)=O)C(C)(C)C 1-(tert-butyl)-3-((S)-1-((1R,2S,5S)-6,6-dimethyl-2-(2-(((S)-5-oxopyrrolidin-2-yl)methyl)hydrazine-1-carbonyl)-3-azabicyclo[3.1.0]hexan-3-yl)-3,3-dimethyl-1-oxobutan-2-yl)urea